5,6-dihydrocyclopenta[c]pyrazol-4(2H)-one N=1NC=C2C1CCC2=O